CC=1OC2=C(N1)C=C(C=C2)B2OC(C(O2)(C)C)(C)C 2-Methyl-5-(4,4,5,5-tetramethyl-1,3,2-dioxaborolan-2-yl)benzo[d]oxazole